(3Z,6Z,9Z)-octadeca-3,6,9-triene CC\C=C/C\C=C/C\C=C/CCCCCCCC